O=C1NC(CCC1C1=C(C=C(CN2CCN(CC2)C2=CC=C(C=N2)C=2C=C(C=3C=NN(C3C2)C(C)C)C(=O)NCC=2C(NC(=CC2CCC)C)=O)C=C1)F)=O 6-(6-(4-(4-(2,6-dioxopiperidin-3-yl)-3-fluorobenzyl)piperazin-1-yl)pyridin-3-yl)-1-isopropyl-N-((6-methyl-2-oxo-4-propyl-1,2-dihydropyridin-3-yl)methyl)-1H-indazole-4-carboxamide